ClC=1N=C2C(=C(C(N(C2=CC1)C)=O)C#N)N[C@@H]1CC[C@H](CC1)N(C1=CC=CC=C1)CC1CC1 trans-6-chloro-4-((4-((cyclopropylmethyl)(phenyl)amino)cyclohexyl)amino)-1-methyl-2-oxo-1,2-dihydro-1,5-naphthyridine-3-carbonitrile